methyl (R)-3-(4-acetamido-2-((1-(naphthalen-1-yl)ethyl)carbamoyl)-phenyl)propanoate C(C)(=O)NC1=CC(=C(C=C1)CCC(=O)OC)C(N[C@H](C)C1=CC=CC2=CC=CC=C12)=O